3-fluoro-4-(7-methyl-8-oxo-2-(3-(pyrimidin-5-yloxy)azetidin-1-yl)-6-(trifluoromethyl)-7,8-dihydropyrimido[5,4-d]pyrimidin-4-yl)benzonitrile FC=1C=C(C#N)C=CC1C=1C2=C(N=C(N1)N1CC(C1)OC=1C=NC=NC1)C(N(C(=N2)C(F)(F)F)C)=O